N[C@H](C(=O)O)[C@H](C)OC (2S,3S)-2-amino-3-methoxybutyric acid